NC1=C(C=C(C(=C1)F)OC)C(C)=O 1-(2-amino-4-fluoro-5-methoxyphenyl)ethan-1-one